CC1=CN=CC(=N1)/C=C/C=O (2E)-3-(6-methylpyrazin-2-yl)prop-2-enal